BrC=1C=C2C(=CC=NC2=CC1)NC1=CC(=CC(=C1)OC1CN(CC1)C)OC 6-Bromo-N-(3-methoxy-5-((1-methylpyrrolidin-3-yl)oxy)phenyl)quinolin-4-amine